3,5-ditertiarybutyl-4-hydroxytoluene C(C)(C)(C)C=1C=C(C)C=C(C1O)C(C)(C)C